OC=1C=C(C=C)C=CC1O 3,4-Dihydroxyl-styrene